N-(3-chloropyridin-2-yl)formamide oxime ClC=1C(=NC=CC1)NC=NO